P1(OCCCCCCCCCCO1)=O decylene phosphonate